4,5,5a,5b,6,7,7a,9,10,10a,10b,11,12,12a-tetradecahydro-8H-cyclopenta[7,8]phenanthro[2,1-d]thiazol-8-one S1C=NC2=C1C1CCC3C4C(CCC3C1CC2)C(CC4)=O